S(=O)(=O)=NC(C=C)=O N-sulfonyl-acrylamide